(4R)-3-METHYL-1,3-THIAZOLIDINE-4-CARBOXYLIC ACID CN1CSC[C@H]1C(=O)O